4-(9-phenyl-9H-carbazole-2-yl)isoquinolin C1(=CC=CC=C1)N1C2=CC=CC=C2C=2C=CC(=CC12)C1=CN=CC2=CC=CC=C12